C[C@H](CCCC(C)C)[C@H]1CC[C@@H]2[C@@]1(CC[C@H]3C2=CC=C4[C@@]3(CC[C@@H](C4)O)C)C The molecule is a 3beta-sterol, a cholestanoid and a Delta(5),Delta(7)-sterol. It has a role as a human metabolite and a mouse metabolite.